COCCOCCOC1=CC=C(CN2C(C=3C=C(C(=NC3C=C2)C)C(=O)O)=O)C=C1 6-(4-(2-(2-methoxyethoxy)ethoxy)benzyl)-2-methyl-5-oxo-5,6-dihydro-1,6-naphthyridine-3-carboxylic acid